NCCN(CCN(CCN)CCN)CCN N,N,N',N'-tetra(2-aminoethyl)ethylenediamine